(2-(6-hydroxy-3,4-dihydronaphthalen-2-yl)-5-methoxyphenyl)acetamide OC=1C=C2CCC(=CC2=CC1)C1=C(C=C(C=C1)OC)CC(=O)N